benzyl (1s,3s)-3-((methylsulfonyl)oxy)cyclobutane-1-carboxylate CS(=O)(=O)OC1CC(C1)C(=O)OCC1=CC=CC=C1